4-((S)-4-acryloyl-2-methylpiperazin-1-yl)-7-(6-amino-3-chloro-2-fluorophenyl)-6-fluoro-1-(2-isopropyl-4-(methylthio)pyridin-3-yl)pyrido[2,3-d]pyrimidin-2(1H)-one C(C=C)(=O)N1C[C@@H](N(CC1)C=1C2=C(N(C(N1)=O)C=1C(=NC=CC1SC)C(C)C)N=C(C(=C2)F)C2=C(C(=CC=C2N)Cl)F)C